(S)-4-ethoxy-N-(7-methoxy-2-methyl-2H-indazol-5-yl)-2-(3-(methylamino)pyrrolidin-1-yl)pyrimidine-5-carboxamide 4-methylbenzenesulfonate CC1=CC=C(C=C1)S(=O)(=O)O.C(C)OC1=NC(=NC=C1C(=O)NC1=CC2=CN(N=C2C(=C1)OC)C)N1C[C@H](CC1)NC